2-(3-(2-methyl-1H-imidazol-1-yl)phenoxy)propan-1-ol CC=1N(C=CN1)C=1C=C(OC(CO)C)C=CC1